isopropyl (S)-6-diazo-2-((2R,3S)-3-methoxy-2-methylbutanamido)-5-oxohexanoate [N+](=[N-])=CC(CC[C@@H](C(=O)OC(C)C)NC([C@@H]([C@H](C)OC)C)=O)=O